Nitroindol [N+](=O)([O-])C=1NC2=CC=CC=C2C1